N1CCC(CC1)CN1CCC(CC1)OC1=CC=C(C=C1)[C@@H]1C(NC(CC1)=O)=O |r| rac-(3R)-3-(4-{[1-(piperidin-4-ylmethyl)piperidin-4-yl]oxy}phenyl)piperidine-2,6-dione